2-((4-(bis(4-chlorophenyl)methyl)piperazin-1-yl)methyl)-4-((2-(dimethylamino)ethyl)(methyl)amino)benzonitrile ClC1=CC=C(C=C1)C(N1CCN(CC1)CC1=C(C#N)C=CC(=C1)N(C)CCN(C)C)C1=CC=C(C=C1)Cl